(R)-7-((6-((dimethylamino)-methyl)-5-(tetrahydrofuran-3-yl)pyridin-2-yl)amino)-4-(7-methylpyrazolo-[1,5-a]pyridin-3-yl)isoindolin-1-one CN(C)CC1=C(C=CC(=N1)NC=1C=CC(=C2CNC(C12)=O)C=1C=NN2C1C=CC=C2C)[C@@H]2COCC2